O=C1NC(CCC1N1CC2=CC=C(C=C2C1)CN1CCC(CC1)N1CCNCC1)=O 2-(2,6-dioxopiperidin-3-yl)-5-((4-(piperazin-1-yl)piperidin-1-yl)methyl)isoindoline